5-methylpiperidin-3-amine CC1CC(CNC1)N